CCCCOO N-butylperoxide